ClC1=CC=C(C=C1)C(N1C[C@@H](N(C[C@H]1CC)C1=CC(N(C=2C=CC(=NC12)C#N)C)=O)CC)C1=CC=C(C=C1)F 8-[(2s,5r)-4-[(4-chlorophenyl)(4-fluorophenyl)methyl]-2,5-diethylpiperazin-1-yl]-5-methyl-6-oxo-5,6-dihydro-1,5-naphthyridine-2-carbonitrile